CN1N=CC(=C1)C(C#N)C1=CC=CC=C1 2-(1-methylpyrazol-4-yl)-2-phenyl-acetonitrile